COC=1C=C2CCN(C(C2=CC1OC)C#CC1=CC=C(C=C1)OC)C1=CC=CC=C1 6,7-dimethoxy-1-((4-methoxyphenyl)ethynyl)-2-phenyl-1,2,3,4-tetrahydroisoquinoline